OC1=C(C=C(C=C1)OC)C=1NC=C(N1)C1=CC=CC=C1 2-(2-hydroxy-5-methoxyphenyl)-4(s)-phenylimidazole